6-(6-{[(3R,4S)-3-fluoro-2,2,6,6-tetramethylpiperidin-4-yl]oxy}pyridazin-3-yl)-5-hydroxy-1'-methyl-[3,4'-bipyridine]-2'(1'H)-one F[C@@H]1C(NC(C[C@@H]1OC1=CC=C(N=N1)C1=C(C=C(C=N1)C1=CC(N(C=C1)C)=O)O)(C)C)(C)C